C1(=CC=CC=C1)C=1C(=C2C(=CC1)N=C1C=CC3=C4C=CC=CC4=NC3=C12)C1=C(C(=CC=C1)C1=CC=CC2=CC=CC=C12)C1=CC=CC2=CC=CC=C12 phenyl-(dinaphthylphenyl)indolocarbazole